NC=1C(=C(C=C2C=C(N=CC12)NC(=O)NC1CC2(C1)CCN(CC2)C)C=2C=NC=1CCCNC1C2C)F 1-(8-Amino-7-fluoro-6-(4-methyl-5,6,7,8-tetrahydro-1,5-naphthyridin-3-yl)isoquinolin-3-yl)-3-(7-methyl-7-azaspiro[3.5]nonan-2-yl)urea